C(CCCCCCCCCCCCCCC)O[C@H]1[C@@H](O[C@@H]([C@H]1O)CO)N1C(=O)NC(=O)C=C1 2'-O-hexadecyl-uridine